BrC1=C(CCCC1)C=O 2-BROMO-CYCLOHEX-1-ENECARBALDEHYDE